(S)-7-(tert-butyl)-N-((R)-1-(4-(5-fluoro-6-hydroxypyridin-3-yl)phenyl)-3-oxopropyl)-5,6,7,8-tetrahydrothiazolo[5,4-b]quinoline-2-carboxamide C(C)(C)(C)[C@@H]1CC=2C=C3C(=NC2CC1)SC(=N3)C(=O)N[C@H](CC=O)C3=CC=C(C=C3)C=3C=NC(=C(C3)F)O